COC1=NC=2N(C=C1NC(=O)N1CCC=3C1=NC=CC3N3CC(N(CC3)C(=O)OC(C)(C)C)(C)C)C=C(N2)C tert-butyl 4-(1-((7-methoxy-2-methylimidazo[1,2-a]pyrimidin-6-yl) carbamoyl)-2,3-dihydro-1H-pyrrolo[2,3-b]pyridin-4-yl)-2,2-dimethylpiperazine-1-carboxylate